5-((4-(3-((2-((1S)-1-((tetrahydro-2H-pyran-2-yl)oxy)ethyl)-1H-imidazol-1-yl)methyl)isoxazol-5-yl)phenyl)ethynyl)pyridinecarbonitrile O1C(CCCC1)O[C@@H](C)C=1N(C=CN1)CC1=NOC(=C1)C1=CC=C(C=C1)C#CC=1C=CC(=NC1)C#N